(4-(2,6-dioxopiperidin-3-yl)pyrimidin-5-yl)methyl methanesulfonate CS(=O)(=O)OCC=1C(=NC=NC1)C1C(NC(CC1)=O)=O